((1r,4r)-4-((4-bromophenyl)amino)cyclohexyl)carbamic acid tert-butyl ester C(C)(C)(C)OC(NC1CCC(CC1)NC1=CC=C(C=C1)Br)=O